6-((R)-2-hydroxy-4-methylpentanoyl)-N-((S)-3-oxo-1-((S)-2-oxopyrrolidin-3-yl)-4-(trifluoromethoxy)butan-2-yl)-6-azaspiro[3.4]octane-7-carboxamide O[C@@H](C(=O)N1CC2(CCC2)CC1C(=O)N[C@@H](C[C@H]1C(NCC1)=O)C(COC(F)(F)F)=O)CC(C)C